FC1=C(C=C(C=C1)F)C[C@@H](C(=O)O)N(C(=O)OC)C1C2=CC=CC=C2C=2C=CC=CC12 (2S)-3-(2,5-difluorophenyl)-2-(9H-fluoren-9-yl-methoxycarbonyl-amino)propanoic acid